C(C)C1=NC2=CC=C(C=C2NC1=O)CN1CCNCC1 4-[(2-ethyl-3-oxo-4H-quinoxalin-6-yl)methyl]Piperazine